trans-4-((3-(2-Isopropylthiazol-5-yl)phenyl)((trans-4-(5-methoxy-6-methylpyridin-2-yl)cyclohexyl)methyl) carbamoyl)cyclohexyl (2-hydroxyethyl)carbamate OCCNC(O[C@@H]1CC[C@H](CC1)C(N(C[C@@H]1CC[C@H](CC1)C1=NC(=C(C=C1)OC)C)C1=CC(=CC=C1)C1=CN=C(S1)C(C)C)=O)=O